CC(C(C)N)C 3-methyl-2-butanamine